1-(azetidin-1-yl)-2-(6-bromo-1H-pyrazolo[4,3-b]pyridin-1-yl)ethan-1-one N1(CCC1)C(CN1N=CC2=NC=C(C=C21)Br)=O